(Z)-3-(tert-butylamino)-N-(5-((5-fluoro-2-oxoindol-3-ylidene)methyl)-4-methyl-1H-pyrrol-3-yl)propionamide C(C)(C)(C)NCCC(=O)NC1=CNC(=C1C)\C=C\1/C(NC2=CC=C(C=C12)F)=O